1,2-di(thiophene-2-yl)ethane-1,2-diol S1C(=CC=C1)C(C(O)C=1SC=CC1)O